[5-[2-[(cyclopropylmethyl)amino]pyrimidin-4-yl]-6-(4-fluorophenyl)pyrazolo[3,4-b]pyridin-2-yl]propan C1(CC1)CNC1=NC=CC(=N1)C1=CC=2C(N=C1C1=CC=C(C=C1)F)=NN(C2)CCC